3-hydroxy-6-oxoadamantane-1-carboxylic acid OC12CC3(CC(C(C(C1)C3)=O)C2)C(=O)O